CN(C(=O)C1CNC1)C N,N-dimethylazetidine-3-formamide